N1(CCN(CCCN(CCN(CCC1)C1=CC=C(O1)C(=O)O)C1=CC=C(O1)C(=O)O)C1=CC=C(O1)C(=O)O)C1=CC=C(O1)C(=O)O 5,5',5'',5'''-(1,4,8,11-tetraazacyclotetradecane-1,4,8,11-tetrayl)tetrakis(furan-2-carboxylic acid)